4-cyclopropoxy-2-fluoropyridine-3-carboxamide C1(CC1)OC1=C(C(=NC=C1)F)C(=O)N